4,6-dicyclopropylbenzonitrile C1(CC1)C1=CC=C(C#N)C(=C1)C1CC1